5-methoxy-2-methyl-6-((4-(3-phenylisooxazolidin-2-yl)-5-(trifluoromethyl)pyrimidin-2-yl)amino)isoindolin-1-one COC=1C=C2CN(C(C2=CC1NC1=NC=C(C(=N1)N1OCCC1C1=CC=CC=C1)C(F)(F)F)=O)C